C(#N)C=1C=CC2=C(N(C(=N2)NC(CC(C)(C)C2CC2)=O)C(C(F)(F)F)(C)C)C1 N-(6-cyano-1-(1,1,1-trifluoro-2-methylpropan-2-yl)-1H-benzo[d]imidazol-2-yl)-3-cyclopropyl-3-methylbutanamide